3-(6-(trifluoromethyl)pyridin-3-yl)cyclohex-2-enone FC(C1=CC=C(C=N1)C1=CC(CCC1)=O)(F)F